N-[4-(hydroxymethyl)phenyl]-4,7,10,13,16-pentaoxanonadec-18-ynamide OCC1=CC=C(C=C1)NC(CCOCCOCCOCCOCCOCC#C)=O